ethyl 5,6-dimethylpyrazine-2-carboxylate CC=1N=CC(=NC1C)C(=O)OCC